BrC1=CCC(C2=C(C=CC=C12)F)=[N+]=[N-] 4-bromo-1-diazo-8-fluoro-naphthalene